FC1=C(C(=C(C2=C(C(=C(C(=C12)F)F)F)F)F)F)[B-](C1=C(C2=C(C(=C(C(=C2C(=C1F)F)F)F)F)F)F)(C1=C(C2=C(C(=C(C(=C2C(=C1F)F)F)F)F)F)F)C1=C(C2=C(C(=C(C(=C2C(=C1F)F)F)F)F)F)F.C(CCCCCCCCCCCCCCCCC)[NH+](CCCCCCCCCCCCCCCC)C1=C(C=CC=C1)C N-octadecyl-N-hexadecyl-toluylammonium tetrakis(perfluoronaphthalen-2-yl)borate